tert-butyl N-cyclopropyl-N-[1-[6-fluoro-7-[(2-methoxy-3-pyridyl)carbamoyl]-2-methyl-indazol-4-yl]-4-piperidyl]carbamate C1(CC1)N(C(OC(C)(C)C)=O)C1CCN(CC1)C=1C2=CN(N=C2C(=C(C1)F)C(NC=1C(=NC=CC1)OC)=O)C